CN1N=CC(=C1)C=1C=C(C=2N(C1)N=CC2C#N)C=2C=NC(=CC2)N2CC1N(C(C2)C1)CC1=CC=C(C=C1)S(=O)(=O)C 6-(1-methyl-1H-pyrazol-4-yl)-4-(6-(6-(4-(methylsulfonyl)benzyl)-3,6-diazabicyclo[3.1.1]heptan-3-yl)pyridin-3-yl)pyrazolo[1,5-a]pyridine-3-carbonitrile